C(CCCCCCCCC)NC(CCCCC=C)CCCCCCCCC Decyl(hexadec-1-en-7-yl)amine